[2-(3-chlorobenzyl)-8-methyl-4,5-dihydro-2H-furo[2,3-g]indazol-7-yl](4-phenylpiperazin-1-yl)methanone ClC=1C=C(CN2N=C3C4=C(CCC3=C2)OC(=C4C)C(=O)N4CCN(CC4)C4=CC=CC=C4)C=CC1